O(C1=CC=CC=C1)C1=CC=C(CNC(=O)C23CC4(CC(CC(C2)C4)C3)C3=CC=C(C=C3)Cl)C=C1 3-(4-Chloro-phenyl)-adamantane-1-carboxylic acid 4-phenoxy-benzyl amide